C(CCC(=O)OC(C)C)(=O)OCCCC butyl isopropyl succinate